1-(benzofuran-5-yl)-2-bromobutan-1-one O1C=CC2=C1C=CC(=C2)C(C(CC)Br)=O